1-bromo-3-chloro-5-(methoxymethoxy)-2-(2-methylcyclopropyl)benzene BrC1=C(C(=CC(=C1)OCOC)Cl)C1C(C1)C